NC(C(CCO)NC(=O)C1=C(OC2=C1C=C(C=C2)OCC2=C(N=CS2)C)C)=O N-(1-amino-4-hydroxy-1-oxobutan-2-yl)-2-methyl-5-((4-methylthiazol-5-yl)methoxy)benzofuran-3-carboxamide